C1(CC1)C1=C(C(=NO1)C=1C=NC=CC1C(F)(F)F)C1=CC2(C1)CCN(CC2)C=2SC1=C(N2)C(=CC(=C1)C(=O)O)F 2-(2-(5-cyclopropyl-3-(4-(trifluoromethyl)pyridin-3-yl)isoxazol-4-yl)-7-azaspiro[3.5]non-1-en-7-yl)-4-fluorobenzo[d]thiazole-6-carboxylic acid